ClC1=CC=C(C=C1)C1CCN(CC1)CC=1C=C2CN(C(C2=CC1)=O)N1C(NC(CC1)=O)=O 1-(5-((4-(4-chlorophenyl)piperidin-1-yl)methyl)-1-oxoisoindolin-2-yl)dihydropyrimidine-2,4(1H,3H)-dione